2-(3-ethynylphenyl)-4-methyl-8-(morpholine-4-sulfonyl)-1H,2H,3H-pyrrolo[3,4-c]quinoline-1,3-dione C(#C)C=1C=C(C=CC1)N1C(C=2C(=NC=3C=CC(=CC3C2C1=O)S(=O)(=O)N1CCOCC1)C)=O